4-(6-(Cyclopropylcarbamoyl)-2-methylpyridin-3-yl)piperazine-1-carboxylic acid tert-butyl ester C(C)(C)(C)OC(=O)N1CCN(CC1)C=1C(=NC(=CC1)C(NC1CC1)=O)C